CC(C)(C)OC(=O)NC1=CC=CC(=C1)C(=O)O Boc-3-aminobenzoic acid